BrC1=CC=C(OC[C@@H](O[Si](C)(C)C(C)(C)C)C=2N=NNN2)C=C1 (S)-5-(2-(4-bromophenoxy)-1-((tert-butyldimethylsilyl)oxy)ethyl)-2H-tetrazole